Tert-Butyl N-[(Z)-3-fluoro-2-[[2-[2-(isopropylamino)-2-oxo-ethyl]-1-oxo-3,4-dihydroisoquinoline-6-yl]oxymethyl]allyl]carbamate F\C=C(\CNC(OC(C)(C)C)=O)/COC=1C=C2CCN(C(C2=CC1)=O)CC(=O)NC(C)C